O=C1N(C(CC2=CC=CC=C12)=O)CCC(=O)NCCNC(OC(C)(C)C)=O tert-butyl (2-(3-(1,3-dioxo-3,4-dihydroisoquinolin-2(1H)-yl)propanamido)ethyl)carbamate